FC1=C(C=C(C=C1)F)CN1CCC(CC1)CCNC(=O)N1[C@@H](CN(CC1)C1=CC(=C(C(=C1)F)F)F)C (2R)-N-(2-{1-[(2,5-difluorophenyl)methyl]piperidin-4-yl}ethyl)-2-methyl-4-(3,4,5-trifluorophenyl)piperazine-1-carboxamide